(S)-7-(4-(1-methyl-1H-pyrazol-4-yl)phenyl)-2-(1,1,1-trifluoro-3-hydroxy-3-methylbutan-2-yl)isoindolin-1-one CN1N=CC(=C1)C1=CC=C(C=C1)C=1C=CC=C2CN(C(C12)=O)[C@H](C(F)(F)F)C(C)(C)O